NC=1C=C(C=CC1F)C(CCC1CC1)(C1=NC(=CC=C1)C#N)N[S@](=O)C(C)(C)C (R)-N-((-)-1-(3-amino-4-fluorophenyl)-1-(6-cyanopyridin-2-yl)-3-cyclopropylpropyl)-2-methylpropane-2-sulfinamide